NC1=C(C=C(C=N1)NC(C(N1C(CC[C@@H](C1)C)C=1C=CC2=C(N(N=C2C1)C1CCN(CC1)C)C)=O)=O)CC N-(6-amino-5-ethyl-3-pyridyl)-2-oxo-2-[(5S)-5-methyl-2-[3-methyl-2-(1-methyl-4-piperidyl)indazol-6-yl]-1-piperidyl]acetamide